CC1(OCC2=CC=CC(=C2C1)OC1=CC=C(C=N1)N1C(N[C@](C1=O)(C)CC)=O)C (5R)-3-[6-(3,3-dimethylisochroman-5-yl)oxy-3-pyridinyl]-5-ethyl-5-methyl-imidazolidine-2,4-dione